OCCOC1=C(C=C(C=C1)C1(C2=C(C=CC=C2C=2C=CC=C(C12)C1=CC=CC2=CC=CC=C12)C1=CC=CC2=CC=CC=C12)C1=CC(=C(C=C1)OCCO)C1=CC=CC=C1)C1=CC=CC=C1 9,9-bis(4-(2-hydroxyethoxy)-3-phenylphenyl)-1,8-bis(1-naphthyl)fluorene